(1S,2S)-2-fluoro-N-(1-methyl-3-(4-methyl-6-propionylpyridin-3-yl)-2-oxo-1,2-dihydro-1,6-naphthyridin-7-yl)cyclopropane-1-carboxamide F[C@@H]1[C@@H](C1)C(=O)NC1=NC=C2C=C(C(N(C2=C1)C)=O)C=1C=NC(=CC1C)C(CC)=O